NC[Si](OC)(OC)OC 1-Aminomethyl(trimethoxysilan)